Methyl (2R*,4R*)-2-phenyl-1,2,3,4-tetrahydroquinoline-4-carboxylate C1(=CC=CC=C1)[C@@H]1NC2=CC=CC=C2[C@@H](C1)C(=O)OC |o1:6,14|